C(C)[NH+](CC)CC.FC1=CC=CC(=N1)NS(=O)(=O)C=1SC=C(N1)C N-(6-fluoropyridin-2-yl)-4-methylthiazole-2-sulfonamide triethylammonium salt